1,3-bis(methacrylamido)-propane C(C(=C)C)(=O)NCCCNC(C(=C)C)=O